7-Methoxy-3-methyl-8-(1-methyl-1H-pyrazol-4-yl)-1-pyrimidin-2-yl-1,3-dihydroimidazo[4,5-c]quinolin-2-one COC=1C(=CC=2C3=C(C=NC2C1)N(C(N3C3=NC=CC=N3)=O)C)C=3C=NN(C3)C